1-(7-bromo-1,5-naphthyridin-2-yl)-2-(6-methylpyridin-2-yl)ethane-1,2-dione BrC1=CN=C2C=CC(=NC2=C1)C(C(=O)C1=NC(=CC=C1)C)=O